C(CCCCC)C1=CC(=C(C=C1OC)C[C@@H](CC)N)OC (R)-1-(4-hexyl-2,5-dimethoxyphenyl)butan-2-amine